(S)-2-(4'-chloro-3',5'-difluoro-3-methyl-[1,1'-biphenyl]-4-yl)-2-((2R,3R,4R,5R,6R)-3,4,5-tris(benzyloxy)-6-((benzyloxy)methyl)tetrahydro-2H-pyran-2-yl)ethan-1-ol ClC1=C(C=C(C=C1F)C1=CC(=C(C=C1)[C@@H](CO)[C@H]1O[C@@H]([C@H]([C@@H]([C@@H]1OCC1=CC=CC=C1)OCC1=CC=CC=C1)OCC1=CC=CC=C1)COCC1=CC=CC=C1)C)F